4-(6-(4-chlorophenyl)-2-(pyridin-3-yl)pyrimidin-4-yl)piperazine-1-carboxylic acid ethyl ester C(C)OC(=O)N1CCN(CC1)C1=NC(=NC(=C1)C1=CC=C(C=C1)Cl)C=1C=NC=CC1